(1Z,3Z)-N1,N3-bis(4-methylpyridin-2-yl)isoindoline-1,3-diimine CC1=CC(=NC=C1)\N=C\1/N\C(\C2=CC=CC=C12)=N/C1=NC=CC(=C1)C